dimethylamine hydrogen chloride salt Cl.CNC